(5-((5-chloro-4-(2-oxo-5,6-dihydro-4H-imidazo[4,5,1-ij]quinolin-1(2H)-yl)pyrimidin-2-yl)amino)-2-((2-(dimethylamino)ethyl)(methyl)amino)-4-methoxyphenyl)acrylamide ClC=1C(=NC(=NC1)NC=1C(=CC(=C(C1)C(C(=O)N)=C)N(C)CCN(C)C)OC)N1C(N2CCCC3=CC=CC1=C23)=O